CC1=C(OC=2CCC3=CN(N=C3C21)CC2=NC=CC=N2)C(=O)NC[C@H]2OCCC2 8-Methyl-2-(pyrimidin-2-ylmethyl)-N-[(2S)-tetrahydrofuran-2-ylmethyl]-4,5-dihydro-2H-furo[2,3-g]indazole-7-carboxamide